OC1CC(C1)(C(=O)N1C(CCC1)C(=O)N)C1=CC=C(C=C1)OC(F)(F)F 1-[3-hydroxy-1-[4-(trifluoromethoxy)phenyl]cyclobutanecarbonyl]pyrrolidine-2-carboxamide